C(#N)C1=CC=C(C(=O)C=2C=C(NC2)C(=O)[O-])C=C1 4-(4-cyanobenzoyl)-1H-pyrrole-2-carboxylate